p-trifluoromethyl-phenethyl-amine hydrochloride Cl.FC(C1=CC=C(CCN)C=C1)(F)F